FC=1C(=CC(=NC1C1=CC=C(C=C1)F)C1(OCCC1)CC1=NC2=C(C=C(C=C2C=C1)C(=O)N)OC)C(C)(C)O ((2-(5-fluoro-6-(4-fluorophenyl)-4-(2-hydroxypropan-2-yl)pyridin-2-yl)tetrahydrofuran-2-yl)methyl)-8-methoxyquinoline-6-carboxamide